OCCOC=1C=CC=2C3(C4=CC=CC=C4SC2C1OCCO)OCC(CO3)C3=C1SC=2C(=C(C=CC2C2(C1=CC=C3)OCCCO2)OCCO)OCCO 2-{5'-[3',4'-bis(2-hydroxyethoxy)spiro[1,3-dioxane-2,9'-thioxanthene]-5-yl]-3'-(2-hydroxyethoxy)spiro[1,3-dioxane-2,9'-thioxanthene]-4'-yloxy}ethane-1-ol